((quinolin-4-yloxy)methyl)benzoic acid N1=CC=C(C2=CC=CC=C12)OCC1=C(C(=O)O)C=CC=C1